1,1,1,3,3,3-hexafluoro-propan-2-yl (R or S)-1-(methyl-(pyridin-3-yl)-carbamoyl)-6-azaspiro[2.5]-octane-6-carboxylate CN(C(=O)[C@@H]1CC12CCN(CC2)C(=O)OC(C(F)(F)F)C(F)(F)F)C=2C=NC=CC2 |o1:4|